C1(CCCCC1)CN(C(=O)OCC)CC1=C(C(=O)O)C=CC=C1 2-(((cyclohexylmethyl)(ethoxycarbonyl)amino)methyl)benzoic acid